ethyl 2-((2-methyl-5-(4-((4-methylpiperazin-1-yl)methyl)benzamido)phenyl)amino)thiazole-4-carboxylate CC1=C(C=C(C=C1)NC(C1=CC=C(C=C1)CN1CCN(CC1)C)=O)NC=1SC=C(N1)C(=O)OCC